FC1(CCC(CC1)C1=C2CC([C@H](C2=C(C=C1)SC(F)(F)F)OCOCC)(F)F)F (1S)-4-(4,4-difluorocyclohexyl)-1-(ethoxymethoxy)-2,2-difluoro-7-(trifluoromethylsulfanyl)indane